(epsilone)-ε-caprolactam C1(CCCCCN1)=O